2,6-dimethyl-4-(3-methoxycarbonyl-1-azulenyl)-3,5-dimethoxycarbonyl-1,4-dihydropyridine CC=1NC(=C(C(C1C(=O)OC)C1=CC(=C2C=CC=CC=C12)C(=O)OC)C(=O)OC)C